NC1(CC1)C#CC1=C(C(=O)OC)C=CC(=C1)NC(=O)C1CCN(CC1)C(C[C@H]1C=2N(C3=C(C(=N1)C1=CC=C(C=C1)Cl)C(=C(S3)C)C)C(=NN2)C)=O methyl (S)-2-((1-aminocyclopropyl)ethynyl)-4-(1-(2-(4-(4-chlorophenyl)-2,3,9-trimethyl-6H-thieno[3,2-f][1,2,4]triazolo[4,3-a][1,4]diazepin-6-yl)acetyl)piperidine-4-carboxamido)benzoate